OC=1C=C2CC[C@@H]([C@@H](C2=CC1)C1=CC=C(C=C1)N1CCC(CC1)CN1CCC(CC1)NC1=CC=C(C=C1)C1C(NC(CC1)=O)=O)C1=CC=CC=C1 3-(4-((1-((1-(4-((1R,2S)-6-hydroxy-2-phenyl-1,2,3,4-tetrahydronaphthalen-1-yl)phenyl)piperidin-4-yl)methyl)piperidin-4-yl)amino)phenyl)piperidine-2,6-dione